3-(4-(trifluoromethyl)phenyl)-4,5,6,7-tetrahydrothieno[2,3-c]pyridine hydrochloride Cl.FC(C1=CC=C(C=C1)C1=CSC=2CNCCC21)(F)F